6-((1-(tert-butyloxycarbonyl)piperidin-4-yl)amino)-2-chloropyrimidin C(C)(C)(C)OC(=O)N1CCC(CC1)NC1=CC=NC(=N1)Cl